C(C)(=O)N(C1=C(C(=O)OC)C=C(C=C1)C1=NC=C(C=C1)C(=O)N1CC2=CC=C(C=C2C1)F)CC1CC1 Methyl 2-[acetyl(cyclopropylmethyl)amino]-5-[5-(5-fluoroisoindoline-2-carbonyl)-2-pyridyl]benzoate